tert-butyl (S)-(1-(3-(4-chloro-3-(N-(4-methoxybenzyl)methylsulfonamido)-1-methyl-1H-indazol-7-yl)-7-cyano-4-oxo-3,4-dihydroquinazolin-2-yl)-2-(3,5-difluorophenyl)ethyl)carbamate ClC1=C2C(=NN(C2=C(C=C1)N1C(=NC2=CC(=CC=C2C1=O)C#N)[C@H](CC1=CC(=CC(=C1)F)F)NC(OC(C)(C)C)=O)C)N(S(=O)(=O)C)CC1=CC=C(C=C1)OC